3-acryloxypropyl-tris(butoxy)silane methyl-4-[2-[[6-[3-(6-methyl-2-pyridyl)-1H-pyrazol-4-yl]-1,5-naphthyridin-3-yl]amino]ethyl]piperazine-2-carboxylate COC(=O)C1NCCN(C1)CCNC=1C=NC2=CC=C(N=C2C1)C=1C(=NNC1)C1=NC(=CC=C1)C.C(C=C)(=O)OCCC[Si](OCCCC)(OCCCC)OCCCC